C(C(C)C)[C@H]1OC(NCC12CCN(CC2)C=2N=C(C(=NC2)C#N)C=2C=NN(C2)C)=O |r| racemic-5-(1-isobutyl-3-oxo-2-oxa-4,9-diazaspiro[5.5]undecan-9-yl)-3-(1-methyl-1H-pyrazol-4-yl)pyrazine-2-carbonitrile